ClC1=C(C=CC(=C1)F)[C@H]1N=C(NC(=C1C(=O)OC)C12C3C4C5(C3C1C5C24)C(=O)OC)C=2SC=CN2 |o1:8| (4S*)-methyl 4-(2-chloro-4-fluorophenyl)-6-((2R,3R,4R,5S)-4-(methoxycarbonyl)cuban-1-yl)-2-(thiazol-2-yl)-1,4-dihydropyrimidine-5-carboxylate